COC=1C=CC2=C(N(C=3CCN(CCC32)C)C)N1 2-methoxy-7,10-dimethyl-5,6,7,8,9,10-hexahydropyrido[3',2':4,5]pyrrolo[2,3-d]azepine